6-(PROP-1-YNYL)PYRAZIN-2-YLBORONIC ACID C(#CC)C1=CN=CC(=N1)B(O)O